N-(undec-2-yl)propanamide CC(CCCCCCCCC)NC(CC)=O